bromo-2-chloro-8-fluoro-6-iodo-N,N-dimethylquinazolin-4-amine BrC1=C2C(=NC(=NC2=C(C=C1I)F)Cl)N(C)C